1-(prop-2-yl)benzo[d][1,2,3]triazol-5-amine CC(C)N1N=NC2=C1C=CC(=C2)N